C(CCC)N1C(C(=C(C(C1=O)=CC=C1N(C2=CC=CC=C2C1(C)C)CCCC)C)C#N)=O 1-butyl-5-[2-(1-butyl-3,3-dimethyl-1,3-dihydro-indol-2-ylidene)ethylidene]-4-methyl-2,6-dioxo-1,2,5,6-tetrahydropyridine-3-carbonitrile